C(=C)[Si](OC(=C)C)(OC(=C)C)OC(=C)C vinyl-tri[(1-methyl-vinyl)oxy]silane